1,4-dihexyl sulfosuccinate sodium salt [Na+].S(=O)(=O)([O-])C(C(=O)OCCCCCC)CC(=O)OCCCCCC